phenyl-bis(2,4,6-trimethyl-benzoyl)phosphine oxide C1(=CC=CC=C1)P(C(C1=C(C=C(C=C1C)C)C)=O)(C(C1=C(C=C(C=C1C)C)C)=O)=O